NC1=CC(=C(C=C1)NS(=O)(=O)C)OC1=CC=CC=C1 N-(4-amino-2-phenoxyphenyl)methanesulfonamide